FC(OC1=NC(=CC=C1NC(=O)C1(CN(C1)C1=NC=CC=N1)C1=C(C=CC=C1)C(C)C)C)F 2-(3-((2-(Difluoromethoxy)-6-methylpyridin-3-yl)carbamoyl)-3-(2-isopropylphenyl)azetidin-1-yl)pyrimidin